3-(2-((tert-butyldimethylsilyl)oxy)ethyl)-7-chloro-2,6-naphthyridin-1-ol [Si](C)(C)(C(C)(C)C)OCCC=1N=C(C2=CC(=NC=C2C1)Cl)O